caproic acid C(CCCCC)(=O)O